(S)-((acetyl(2-((3-bromophenyl)(4-fluorophenyl)amino)ethyl)carbamoyl)oxy)methyl 2-amino-4-methylpentanoate hydrochloride Cl.N[C@H](C(=O)OCOC(N(CCN(C1=CC=C(C=C1)F)C1=CC(=CC=C1)Br)C(C)=O)=O)CC(C)C